6-tert-butyl-9-(1-carboxymethyl-1H-pyrazol-4-yl)-10-methoxy-2-oxo-6,7-dihydro-2H-pyrido[2,1-a]isoquinoline-3-carboxylic acid C(C)(C)(C)C1N2C(C3=CC(=C(C=C3C1)C=1C=NN(C1)CC(=O)O)OC)=CC(C(=C2)C(=O)O)=O